CC1C2=C(SC=C2)C=2SC=CC21 4-methyl-4H-cyclopenta[2,1-b:3,4-b']dithiophene